(2S)-2-amino-3-[3-({3-[(6-carbamoylpyridin-3-yl)oxy]-3-(4-fluorophenyl)azetidin-1-yl}sulfonyl)phenyl]propanoate N[C@H](C(=O)[O-])CC1=CC(=CC=C1)S(=O)(=O)N1CC(C1)(C1=CC=C(C=C1)F)OC=1C=NC(=CC1)C(N)=O